(2S)-2-[9H-fluoren-9-ylmethoxycarbonylamino]-3-pyridin-3-yl-propionic acid C1=CC=CC=2C3=CC=CC=C3C(C12)COC(=O)N[C@H](C(=O)O)CC=1C=NC=CC1